NC=1C(=NC=C(C1)Cl)Cl 3-amino-2,5-dichloropyridine